FC(C=1N=C2C3=CC=CC=C3OC2=C(N1)N1C(CCC1)C(=O)O)(F)F 1-[4-(trifluoromethyl)-8-oxa-3,5-diazatricyclo[7.4.0.02,7]trideca-1(13),2,4,6,9,11-hexaen-6-yl]pyrrolidine-2-carboxylic acid